3-(4-Chloro-2-(5-fluoropyridin-2-yl)-1H-imidazol-5-yl)-2-methylbenzenesulfonamide ClC=1N=C(NC1C=1C(=C(C=CC1)S(=O)(=O)N)C)C1=NC=C(C=C1)F